2-(N-[4-Amino-5-[4-[2-oxo-2-[2-(1-piperidyl)ethylamino]ethoxy]benzoyl]thiazol-2-yl]-4-fluoroanilino)propanamid NC=1N=C(SC1C(C1=CC=C(C=C1)OCC(NCCN1CCCCC1)=O)=O)N(C1=CC=C(C=C1)F)C(C(=O)N)C